ethyl 1-(6-(6-methoxypyridin-3-yl)quinolin-2-yl)piperidine-4-carboxylate COC1=CC=C(C=N1)C=1C=C2C=CC(=NC2=CC1)N1CCC(CC1)C(=O)OCC